4-(8-(3-acrylamidophenyl)quinazolin-6-yl)-3-chlorobenzamide C(C=C)(=O)NC=1C=C(C=CC1)C=1C=C(C=C2C=NC=NC12)C1=C(C=C(C(=O)N)C=C1)Cl